(R)-N-ethyl-5-fluoro-N-isopropyl-2-((5-(2-(6-((2-methoxy-2-methylpropyl)amino)-2-methylhexan-3-yl)-2,6-diazaspiro[3.4]octan-6-yl)-1,2,4-triazin-6-yl)oxy)benzamide fumarate C(\C=C\C(=O)O)(=O)O.C(C)N(C(C1=C(C=CC(=C1)F)OC1=C(N=CN=N1)N1CC2(CN(C2)[C@@H](C(C)C)CCCNCC(C)(C)OC)CC1)=O)C(C)C